tert.-Butyl-3-{[2-(4-isopropylphenyl)imidazo-[1,2-a]pyridin-3-yl]methyl}-3,8-diazabicyclo[3.2.1]-octan-8-carboxylat C(C)(C)(C)OC(=O)N1C2CN(CC1CC2)CC2=C(N=C1N2C=CC=C1)C1=CC=C(C=C1)C(C)C